ClC=1C=C(C=CC1)C=1N=C(SC1)C1=NN(C(C=C1)=O)CC(=O)NCC 2-(3-(4-(3-chlorophenyl)thiazol-2-yl)-6-oxopyridazin-1(6H)-yl)-N-ethylacetamide